benzyl (S)-(1,3-oxazinan-5-yl)carbamate O1CNC[C@@H](C1)NC(OCC1=CC=CC=C1)=O